N-ethyl-4-iodo-2-nitroaniline C(C)NC1=C(C=C(C=C1)I)[N+](=O)[O-]